5-{6-azaspiro[2.5]oct-6-yl}-7-bromo-2,3-dihydro-1H-indene-4-carboxylic acid C1CC12CCN(CC2)C2=C(C=1CCCC1C(=C2)Br)C(=O)O